trioctylmethyl-ammonium chloride tetrafluoroborate F[B-](F)(F)F.[Cl-].C(CCCCCCC)[N+](C)(CCCCCCCC)CCCCCCCC.C(CCCCCCC)[N+](CCCCCCCC)(CCCCCCCC)C